FC(CO)(C(C(C(F)F)(F)F)(F)F)F 2,2,3,3,4,4,5,5-octafluoropentanol